(2R)-N-(4-(tert-butyl)phenyl)-1-cyano-N-(2-(3-methyl-4-oxoimidazolidin-1-yl)-2-oxo-1-(pyridin-3-yl)ethyl)pyrrolidine-2-carboxamide C(C)(C)(C)C1=CC=C(C=C1)N(C(=O)[C@@H]1N(CCC1)C#N)C(C(=O)N1CN(C(C1)=O)C)C=1C=NC=CC1